[Na+].O[C@@H](CC(=O)[O-])C (R)-3-hydroxybutyrate sodium salt